C(CCC)OC(=O)C1(CCC(=O)OC1)C(=O)OCCCC 4,4-di-n-butoxycarbonyl-valerolactone